1-isopropyl-3-methoxy-7-(4,4,5,5-tetramethyl-1,3,2-dioxaborolan-2-yl)quinolin-4(1H)-one C(C)(C)N1C=C(C(C2=CC=C(C=C12)B1OC(C(O1)(C)C)(C)C)=O)OC